2-chloro-N,N-diethylethanamine hydrochloride Cl.ClCCN(CC)CC